germanium-nickel [Ni].[Ge]